3,3-dioxido-3-thiabicyclo[3.1.0]hexan O=S1(CC2CC2C1)=O